(S)-N-(4-cyano-3-(trifluoromethyl)phenyl)-3-(6-fluoroindolin-1-yl)-2-hydroxy-2-methylpropanamide C(#N)C1=C(C=C(C=C1)NC([C@@](CN1CCC2=CC=C(C=C12)F)(C)O)=O)C(F)(F)F